ClC=1C=C2C=NN(C2=CC1N1CCC(CC1)C1=NC=CN=C1)C=1C=NN(C1)C1CC1 5-chloro-1-(1-cyclopropyl-1H-pyrazol-4-yl)-6-[4-(pyrazin-2-yl)piperidin-1-yl]-1H-indazole